NC1=CC=C(C=N1)C1(CC1)C#N 1-(6-amino-pyridin-3-yl)cyclopropanecarbonitrile